6-chloro-4-(methylamino)pyridine ClC1=CC(=CC=N1)NC